[Si](C)(C)(C(C)(C)C)OCCSC=1C(=CC(=C(C(=O)OC)C1)F)C methyl 5-((2-((tert-butyldimethylsilyl)oxy)ethyl)thio)-2-fluoro-4-methylbenzoate